ClC=1C(=CC(=C(C1)NC(=O)N[C@@H](C)C=1N(N=CN1)C1=NC=CC=N1)OC)OC 1-(5-chloro-2,4-dimethoxy-phenyl)-3-[(1S)-1-(2-pyrimidin-2-yl-1,2,4-triazol-3-yl)ethyl]urea